5-chloro-N-[2,4-difluoro-3-([[4-methyl-1-(oxan-2-yl)pyrazolo[3,4-b]pyridin-5-yl]oxy]methyl)phenyl]-2-methoxypyridine-3-sulfonamide ClC=1C=C(C(=NC1)OC)S(=O)(=O)NC1=C(C(=C(C=C1)F)COC=1C(=C2C(=NC1)N(N=C2)C2OCCCC2)C)F